3-(4-fluoro-5-(3-fluoro-4-(((R)-3-(2-hydroxypropan-2-yl)pyrrolidin-1-yl)methyl)pyridin-2-yl)-1-oxoisoindolin-2-yl)piperidine-2,6-dione FC1=C2CN(C(C2=CC=C1C1=NC=CC(=C1F)CN1C[C@@H](CC1)C(C)(C)O)=O)C1C(NC(CC1)=O)=O